5-amino-2-(6-methylpyridazin-4-yl)benzenesulfonamide NC=1C=CC(=C(C1)S(=O)(=O)N)C1=CN=NC(=C1)C